OC(=O)C1(O)C[C@H](O)[C@@H](N)[C@@H](O1)[C@H](O)[C@H](O)CO D-neuraminic acid